C1(CC1)N1N=CC(=C1)[C@H]1OCC[C@H](C1)C1=CC2=C(N=C(N(C2=O)C)C)C(=N1)C1=C(C=C(C=C1)C(F)(F)F)F 6-((2s,4r)-2-(1-cyclopropyl-1H-pyrazol-4-yl)tetrahydro-2H-pyran-4-yl)-8-(2-fluoro-4-(trifluoromethyl)phenyl)-2,3-dimethylpyrido[3,4-d]pyrimidin-4(3H)-one